1-(6-chloro-[1,2,4]triazolo[1,5-b]pyridazin-8-yl)-4,4-difluoropyrrolidin-3-ol ClC=1C=C(C=2N(N1)N=CN2)N2CC(C(C2)(F)F)O